N(=[N+]=[N-])CCCCS(=O)(=O)[O-] 3-azidopropylmesylate